C(C)N(CCOCCOCCSC1=C2CN(C(C2=CC=C1)=O)C1C(NC(CC1)=O)=O)CC 3-(4-((2-(2-(2-(diethylamino)ethoxy)ethoxy)ethyl)thio)-1-oxoisoindolin-2-yl)piperidine-2,6-dione